OC1=C(C=CC(=C1)C)C1=CC=C(C(=N1)N1C(C[C@@H](C1)C)(C)C)C(=O)NS(=O)(=O)C=1C(NC=CC1)=O 6-(2-Hydroxy-4-methylphenyl)-N-[(2-oxo-1H-pyridin-3-yl)sulfonyl]-2-[(4S)-2,2,4-trimethylpyrrolidin-1-yl]pyridin-3-carboxamid